CC=1CCC2C(CC2C(CCC1)=C)(C)C 4,11,11-trimethyl-8-methylenebicyclo[7.2.0]undeca-4-ene